2,4,5-trimethyl-benzonitrile CC1=C(C#N)C=C(C(=C1)C)C